2-Methyl-8-hydroxyquinolinate CC1(NC2=C(C=CC=C2C=C1)O)C(=O)[O-]